2-(4-(3-chloro-2-hydroxypropoxy)phenyl)propan ClCC(COC1=CC=C(C=C1)C(C)C)O